COC=1C=C2C(=NC(=NC2=CC1NC1CCOCC1)C)O 6-methoxy-2-methyl-7-((tetrahydro-2H-pyran-4-yl)amino)quinazolin-4-ol